dimethyloxazolo[5,4-b]pyridine dihydrochloride Cl.Cl.CC1=CC=C2C(=N1)OC(=N2)C